3-[[4-Chloro-6-(2-isopropyl-6-methyl-phenyl)-5-methyl-pyrimidin-2-yl]sulfamoyl]benzoic acid ClC1=NC(=NC(=C1C)C1=C(C=CC=C1C)C(C)C)NS(=O)(=O)C=1C=C(C(=O)O)C=CC1